C1=CC=CC=2C3=CC=CC=C3N(C12)C1=C(C(=C(C=C1)N(C1=CC=CC=C1)C1=CC=CC=C1)N1C2=CC=CC=C2C=2C=CC=CC12)N1C2=CC=CC=C2C=2C=CC=CC12 tris(carbazol-9-yl)-triphenylamine